((1S,3s)-adamantan-1-yl)(imidazo[1,5-a]pyridin-5-yl)methanol C12(CC3CC(CC(C1)C3)C2)C(O)C2=CC=CC=3N2C=NC3